Cl.OC(C)(C)C1=CC=2N(C=C1NC(=O)C1=NC(=CC=C1)C(F)(F)F)C=C(N2)C2CCNCC2 N-(7-(2-hydroxypropan-2-yl)-2-(piperidin-4-yl)imidazo[1,2-a]pyridin-6-yl)-6-(trifluoromethyl)pyridine-2-carboxamide hydrochloride